(6-chloro-4-((4-methoxybenzyl)oxy)pyridazin-3-yl)methanol ClC1=CC(=C(N=N1)CO)OCC1=CC=C(C=C1)OC